3-fluoro-4,5-dimethoxybenzaldehyde FC=1C=C(C=O)C=C(C1OC)OC